N-[(7S)-1,2,3-trimethoxy-9-oxo-10-[3-(trifluoromethyl)-4-chlorophenylamino]-5,6,7,9-tetrahydrobenzo[a]heptalen-7-yl]acetamide COC1=C(C(=CC2=C1C1=CC=C(C(C=C1[C@H](CC2)NC(C)=O)=O)NC2=CC(=C(C=C2)Cl)C(F)(F)F)OC)OC